NC(CC(N)(N)N)OCC (Tetra-aminopropyloxyl)methylmethane